tert-butyl(2-((4-amino-6-(3-(4-cyclopropyl-2-fluoro benzamido)-5-fluoro-2-methylphenyl)pyrimidin-5-yl)oxy) ethyl)(methyl) carbamate C(N)(OC(CCOC=1C(=NC=NC1C1=C(C(=CC(=C1)F)NC(C1=C(C=C(C=C1)C1CC1)F)=O)C)N)C(C)(C)C)=O